N-(1S,4S)-[4-[[2-chloro-6-(trifluoromethyl)pyrimidin-4-yl]amino]cyclohexyl]-4-methoxy-benzamide ClC1=NC(=CC(=N1)NC1CCC(CC1)NC(C1=CC=C(C=C1)OC)=O)C(F)(F)F